(5-Fluoropyridin-3-yl)-N-[2-(6-methoxy-1H-indol-3-yl)ethyl]-5H,6H,7H,8H-pyrido[3,4-d]pyrimidin-4-amine FC=1C=C(C=NC1)C=1N=C(C2=C(N1)CNCC2)NCCC2=CNC1=CC(=CC=C21)OC